CC1=C(OC=2CCC3=CN(N=C3C21)C(C)(C)C=2C=NC=CC2)C(=O)O 8-methyl-2-[2-(pyridin-3-yl)propan-2-yl]-4,5-dihydro-2H-furo[2,3-g]indazole-7-carboxylic acid